3-(2-fluoro-4-(trifluoromethyl)phenyl)pyrrolidine FC1=C(C=CC(=C1)C(F)(F)F)C1CNCC1